1-(2,6-dimethoxyphenyl)-9-(4-hydroxy-3-methoxyphenyl)nonan COC1=C(C(=CC=C1)OC)CCCCCCCCCC1=CC(=C(C=C1)O)OC